CO/C=C(/C(=O)OC)\C1=C(C=CC=C1)COC1=NC=CC=C1C(F)(F)F methyl (E)-3-methoxy-2-[2-[[3-(trifluoromethyl)-2-pyridyl]oxymethyl]phenyl]prop-2-enoate